2-(6-(6-(4-(4-((2,6-dioxopiperidin-3-yl)amino)benzyl)piperazin-1-yl)pyridazin-3-yl)-1-oxoisoindolin-2-yl)-2-(5-fluoro-2-hydroxyphenyl)-N-(thiazol-2-yl)acetamide O=C1NC(CCC1NC1=CC=C(CN2CCN(CC2)C2=CC=C(N=N2)C2=CC=C3CN(C(C3=C2)=O)C(C(=O)NC=2SC=CN2)C2=C(C=CC(=C2)F)O)C=C1)=O